C(C)OC(CCC(=O)C1=NC(=CC(=C1O)C#N)CC1=CC(=CC=C1)Cl)=O 4-[6-(3-Chloro-benzyl)-4-cyano-3-hydroxy-pyridin-2-yl]-4-oxo-butyric acid ethyl ester